CN(C(OC(C)(C)C)=O)[C@H]1CNCC1 tert-butyl (R)-methyl(pyrrolidin-3-yl)carbamate